C(#N)C1=C(C=C(C=C1)C1=CC=NC=C1C(=O)[O-])F 4-(4-cyano-3-fluorophenyl)nicotinate